(R)-N-(4-(4-amino-1-(1-cyclopropylethyl)-7-oxo-6,7-dihydro-1H-pyrazolo[3,4-d]pyridazin-3-yl)benzyl)-5-fluoro-2-methoxybenzamide NC=1C2=C(C(NN1)=O)N(N=C2C2=CC=C(CNC(C1=C(C=CC(=C1)F)OC)=O)C=C2)[C@H](C)C2CC2